O=C1N(N=CC=2C(=CC=CC12)CCC(=O)[O-])COCC[Si](C)(C)C 1-oxo-2-((2-(trimethylsilyl)ethoxy)methyl)-1,2-dihydrophthalazin-5-propanoate